C1(CCC1)C(=O)NC1=CC(=C(N=N1)C(=O)NC([2H])([2H])[2H])NC1=NC=CC(=C1OC)C1=NN(C=N1)C 6-Cyclobutanamido-4-{[3-methoxy-4-(1-methyl-1H-1,2,4-triazol-3-yl)pyridin-2-yl]amino}-N-(2H3)methylpyridazin-3-carboxamid